CC1=C(C(=O)C=2C(=C(C=CC2)P(C2=CC=CC=C2)=O)C(C2=C(C=C(C=C2C)C)C)=O)C(=CC(=C1)C)C bis(2,4,6-trimethylbenzoyl)diphenyl-phosphine oxide